CCCCCCCCCCCC(=O)OC[C@H](COP(=O)([O-])OC[C@@H](C(=O)[O-])[NH3+])OC(=O)CCCCCCCCCCC The molecule is a 3-sn-phosphatidyl-L-serine(1-) that is the conjugate base of 1,2-dilauroyl-sn-glycero-3-phosphoserine, obtained by deprotonation of the phosphate OH group; major species at pH 7.3. It is a conjugate base of a 1,2-dilauroyl-sn-glycero-3-phosphoserine.